CC1C=C(C(=O)C2=CC(=CC(=C2)C)C)C=C(C1(O)O)C 3,3',5,5'-tetramethyl-4,4-dihydroxybenzophenone